O=C1N(C(C=C1)=O)CCOCCOCCOCCC(N[C@H](C(=O)N[C@H](C(=O)NC1=CC=C(C=C1)CO)CCCNC(=O)N)C(C)C)=O (S)-2-((S)-1-(2,5-dioxo-2,5-dihydro-1H-pyrrol-1-yl)-14-isopropyl-12-oxo-3,6,9-trioxa-13-azapentadecan-15-amido)-N-(4-(hydroxymethyl)phenyl)-5-ureidopentanamide